(Z)-4-amino-1,1,1-trifluorobut-3-en-2-one N\C=C/C(C(F)(F)F)=O